2-(4-(2-(1,5-dimethyl-6-oxo-1,6-dihydropyridin-3-yl)-3-isopropyl-1H-indol-5-yl)piperidin-1-yl)-2-methylpropanamide CN1C=C(C=C(C1=O)C)C=1NC2=CC=C(C=C2C1C(C)C)C1CCN(CC1)C(C(=O)N)(C)C